N-cyano-5-(4-((3-ethyl-2-oxo-4-thioxo-1,2,3,4-tetrahydroquinazolin-7-yl)methyl)piperazin-1-yl)-6-methylpicolinamide C(#N)NC(C1=NC(=C(C=C1)N1CCN(CC1)CC1=CC=C2C(N(C(NC2=C1)=O)CC)=S)C)=O